[C@@H]12COC[C@@H](N1C1=NC3=CC=C(C=C3C=C1)CN1C[C@H](CC1)OC=1C=C3CN(C(C3=CC1)=O)C1C(NC(CC1)=O)=O)C2 3-(5-(((S)-1-((2-((1R,5S)-3-Oxa-6-azabicyclo[3.1.1]heptan-6-yl)quinolin-6-yl)methyl)pyrrolidin-3-yl)oxy)-1-oxoisoindolin-2-yl)piperidine-2,6-dione